4-(1-(1-propenylpiperidin-3-yl)-5-aminoimidazo[1,5-c]pyrimidin-3-yl)-3-cyano-N-(pyridin-2-yl)benzamide C(=CC)N1CC(CCC1)C=1N=C(N2C(=NC=CC21)N)C2=C(C=C(C(=O)NC1=NC=CC=C1)C=C2)C#N